(R)-2-(5-chloro-1-oxoisoindolin-2-yl)-N-(4-(3-methylpyridin-2-yl)phenyl)propanamide ClC=1C=C2CN(C(C2=CC1)=O)[C@@H](C(=O)NC1=CC=C(C=C1)C1=NC=CC=C1C)C